O(P([O-])(=O)OP(=O)([O-])[O-])C(\C=C(/C)\CCC=C(C)C)C\C=C(/C)\CCC=C(C)C 1-Geranylgeranyl diphosphate